OC1=C(C(=O)C2=CC(=C(C(=O)N[C@H]3[C@@H](CNC3)NC(=O)C3=CC=NC=C3)C=C2)OC)C=CC=C1 N-[(3R,4R)-4-[4-(2-hydroxybenzoyl)-2-methoxybenzamido]pyrrolidin-3-yl]pyridine-4-carboxamide